C(C)(C)(C)OC(=O)N1CC(C=CC1C(NC)=O)C1=CC=NC=C1 6-methylcarbamoyl-3,6-dihydro-[3,4-bipyridine]-1-carboxylic acid tert-butyl ester